C(CCCN)CCC(=O)O aminoenanthic acid